C1(CCCCC1)C=1C=C(C=C(C1)C1CCCCC1)N(C1=CC=C(C(=O)O)C=C1)CC 4-((3,5-Dicyclohexylphenyl)(ethyl)amino)benzoic acid